(1R,2S,5R)-2-isopropyl-5-methylcyclohexyl (1S,2S)-2-(1H-benzo[d]imidazol-2-yl)cyclopropane-1-carboxylate N1C(=NC2=C1C=CC=C2)[C@@H]2[C@H](C2)C(=O)O[C@H]2[C@@H](CC[C@H](C2)C)C(C)C